2-[[3-(4-chloro-2-fluoro-phenyl)-5-methyl-triazol-4-yl]methyl]-5-(dimethylamino)pyridazin-3-one ClC1=CC(=C(C=C1)N1N=NC(=C1CN1N=CC(=CC1=O)N(C)C)C)F